(4-METHOXY-3-([(4-METHYLPENTYL)OXY]METHYL)PHENYL)BORANEDIOL COC1=C(C=C(C=C1)B(O)O)COCCCC(C)C